3-[3-Methyl-2-oxo-4-[(prop-2-yn-1-yloxy)methyl]-1,3-benzodiazol-1-yl]piperidine-2,6-dione CN1C(N(C2=C1C(=CC=C2)COCC#C)C2C(NC(CC2)=O)=O)=O